7,10-dibromo-2,2-dimethyl-2,3,4,5-tetrahydro-1H-naphtho[2,3-d]azepine-6,11-dione BrC1=C2C(C3=C(CC(NCC3)(C)C)C(C2=C(C=C1)Br)=O)=O